COCCOCCNC(=O)C1=CC2=C(N(C(=N2)NC=2SC3=C(N2)C=CC(=C3)Cl)C)C=C1 2-(6-Chloro-benzothiazol-2-ylamino)-1-methyl-1H-benzoimidazole-5-carboxylic acid [2-(2-methoxy-ethoxy)-ethyl]-amide